CN1N(C(CC1=O)=O)C 1,2-dimethyl-3,5-pyrazolidinedione